CS(=O)(=O)C1=NC=2N(C(N1)=O)N=C(C2C2=CC(=C(C(=C2)F)F)F)C2OCCCC2 2-methanesulfonyl-7-(oxan-2-yl)-8-(3,4,5-trifluorophenyl)-3H-pyrazolo[1,5-a][1,3,5]triazin-4-one